FC1=C(C=CC(=C1)OC(F)(F)F)C1CN(C1)C(=O)OC(C)(C)C tert-Butyl 3-(2-fluoro-4-(trifluoromethoxy)phenyl)azetidine-1-carboxylate